(S)-8-(5-(3-chlorophenyl)isoxazol-3-yl)-9-oxooctahydro-2H-pyrazino[1,2-a]pyrazine-2-carbonitrile ClC=1C=C(C=CC1)C1=CC(=NO1)N1C([C@H]2N(CCN(C2)C#N)CC1)=O